4-(2,6-bis(bis(2-methoxyethyl)amino)-8-(isobutylamino)pyrimido[5,4-d]pyrimidin-4-yl)-1-methylpiperazin-2-one COCCN(C=1N=C(C2=C(N1)C(=NC(=N2)N(CCOC)CCOC)NCC(C)C)N2CC(N(CC2)C)=O)CCOC